methyl 4-amino-1-(2-fluoro-4-methoxyphenyl)-2-oxo-7-(trifluoromethyl)-1,2-dihydroquinoline-3-carboxylate NC1=C(C(N(C2=CC(=CC=C12)C(F)(F)F)C1=C(C=C(C=C1)OC)F)=O)C(=O)OC